C(#N)C=1C=C2C(=CNC2=CC1)CCCN1CCN(CC1)C=1SC(=C(N1)C)C(=O)N 2-(4-(3-(5-cyano-1H-indole-3-yl)propyl)piperazin-1-yl)-4-methylthiazole-5-carboxamide